Cl.BrC=1C=2N(C=C(C1)C1CC1)C=C(N2)CNCC2=CC=C(C=C2)OC 1-(8-bromo-6-cyclopropylimidazo[1,2-a]pyridin-2-yl)-N-(4-methoxybenzyl)methanamine hydrochloride